(R)-4-((3-cyanophenyl)((8-isopropyl-4-oxochroman-7-yl)oxy)methyl)benzamide C(#N)C=1C=C(C=CC1)[C@@H](C1=CC=C(C(=O)N)C=C1)OC1=CC=C2C(CCOC2=C1C(C)C)=O